methyl 2-(4-hydroxyphenyl)-2-phenylacetate OC1=CC=C(C=C1)C(C(=O)OC)C1=CC=CC=C1